O.[N+](=O)([O-])[O-].[Pd+2].[N+](=O)([O-])[O-] palladium nitrate monohydrate